1-(3-((4-(bis(4-fluorophenyl)methyl)piperazin-1-yl)methyl)-4-(trifluoromethyl)phenyl)-4-methyl-1,4-diazepane FC1=CC=C(C=C1)C(N1CCN(CC1)CC=1C=C(C=CC1C(F)(F)F)N1CCN(CCC1)C)C1=CC=C(C=C1)F